tert-butyl (2R,3S)-3-hydroxy-2-[1-(m-tolyl)imidazol-2-yl]pyrrolidine-1-carboxylate O[C@@H]1[C@H](N(CC1)C(=O)OC(C)(C)C)C=1N(C=CN1)C=1C=C(C=CC1)C